C(#N)C1=C2C(=NN1C)[C@]1([C@@](O2)([C@@H]([C@H]([C@H]1O)C(=O)N(C)C)C1=CC=CC=C1)C1=CC=C(C=C1)C#N)O |r| Rac-(4aR,5S,6R,7R,7aS)-3-cyano-4a-(4-cyanophenyl)-7,7a-dihydroxy-N,N,2-trimethyl-5-phenyl-2,4a,5,6,7,7a-hexahydrocyclopenta[4,5]furo[3,2-c]pyrazole-6-carboxamide